BrC1=CC=C(OC2=NC(=NC(=C2)C(F)(F)F)SCC(=O)NC(NC2=CC=C(C=C2)CC)=O)C=C1 ((4-(4-bromophenoxy)-6-(trifluoromethyl)pyrimidin-2-yl)thio)-N-((4-ethylphenyl)carbamoyl)acetamide